lithium bis(trifluoromethanesulfonyl)amine salt FC(S(=O)(=O)NS(=O)(=O)C(F)(F)F)(F)F.[Li]